CN(C1=CC=C(/C=C/C2SC3=C(N2C)C=CC=C3)C=C1)C (E)-2-(4-(dimethylamino)styryl)-3-methylbenzo[d]thiazole